C(C)(C)(C)OC(=O)N1C[C@@H](CC1)N1N=CC(=C1)CCC1=NC=2NCCCC2C=C1 (R)-3-(4-(2-(5,6,7,8-tetrahydro-1,8-naphthyridin-2-yl)ethyl)-1H-pyrazol-1-yl)pyrrolidine-1-carboxylic acid tert-butyl ester